N-(2,4-dimethoxybenzyl)-5,6,7,8-tetrahydro-2,6-naphthyridin-1-amine HCl Cl.COC1=C(CNC2=NC=CC=3CNCCC23)C=CC(=C1)OC